C\C=C\CCCCCCCCCCCCC trans-2-hexadecen